5-bromo-N-cyclopropyl-3-(difluoromethyl)-N-methylpicolinamide BrC=1C=C(C(=NC1)C(=O)N(C)C1CC1)C(F)F